C(=O)OC(C(=O)OC)CC(=O)OC dimethyl 2-(formyloxy)succinate